O[C@H](C)C=1N(C=CN1)C1CCC(CC1)N1N=C2C=C(C(=CC2=C1)C(=O)NC=1C(N(C=CC1)C)=O)OC 2-((1R,4r)-4-(2-(1-hydroxyethyl)-1H-imidazol-1-yl)cyclohexyl)-6-methoxy-N-(1-methyl-2-oxo-1,2-dihydropyridin-3-yl)-2H-indazole-5-carboxamide